FC1=C(C2=C(CCO2)C=C1NC1=NC(=CC(=N1)NC)C)C=1CC[C@H](NCC1)C(F)F |o1:23| N2-[6-fluoro-7-[rel-(2S)-2-(difluoromethyl)-2,3,4,7-tetrahydro-1H-azepin-5-yl]-2,3-dihydro-benzofuran-5-yl]-N4,6-dimethyl-pyrimidine-2,4-diamine